CC=1C2=CN(N=C2C2=C(C1)OC(=C2C(F)(F)F)C(=O)NCC=2OC=CN2)CC2=NC=C(C=C2)C 4-methyl-2-[(5-methylpyridin-2-yl)methyl]-N-[(1,3-oxazol-2-yl)methyl]-8-(trifluoromethyl)-2H-furo[2,3-g]indazole-7-carboxamide